NC1CCN(CC1)C(CC1CCN(CC1)CC1=C2C(N(C(C2=CC=C1)=O)C1C(NC(CC1)=O)=O)=O)=O 4-((4-(2-(4-aminopiperidin-1-yl)-2-oxoethyl)piperidin-1-yl)methyl)-2-(2,6-dioxopiperidin-3-yl)isoindoline-1,3-dione